CC1=C(C=CC(=C1)C)C1=NC(=NC(=N1)C1=C(C=C(C=C1)C)C)C1=C(C=C(C=C1)OCC)O 2-(4,6-bis(2,4-dimethylphenyl)-1,3,5-triazin-2-yl)-5-ethyloxyphenol